3-amino-N-((6-(3-methyl-3,6-diazabicyclo[3.1.1]heptan-6-yl)pyridin-2-yl)methyl)-6-(3-methylimidazo[1,2-a]pyridin-6-yl)-5-(oxazol-2-yl)pyrazine-2-carboxamide NC=1C(=NC(=C(N1)C=1OC=CN1)C=1C=CC=2N(C1)C(=CN2)C)C(=O)NCC2=NC(=CC=C2)N2C1CN(CC2C1)C